O=C1NC2(COC1)C(N(CCC2)C(=O)OCCCC)CO[C@@H]2CC[C@@H](CC2)C2=CC=CC=C2 butyl (CIS)-2-oxo-7-({[(CIS)-4-phenylcyclohexyl]oxy}methyl)-4-oxa-1,8-diazaspiro[5.5]undecane-8-carboxylate